C(N)(=O)C=1C=C(C=CC1)CN1C2=C(C=CC=C2C=2CCCC(C12)OCCC)C(=O)O 9-[(3-carbamoylphenyl)methyl]-1-propoxy-2,3,4,9-tetrahydro-1H-carbazole-8-carboxylic acid